FC1=C(N)C=CC(=C1)OC1=CC=C(C=C1)F 2-fluoro-4-(4-fluorophenoxy)aniline